[O+]1=C(C(O)=CC=2C(O)=CC(O)=CC12)C1=CC(O)=C(O)C=C1 cyanidin